3-amino-N-(4-((5-(1,6-dimethyl-1H-pyrazolo[3,4-b]pyridin-4-yl)-3-methyl-4,5,6,7-tetrahydro-1H-pyrazolo[4,3-c]pyridin-1-yl)methyl)bicyclo[2.2.2]oct-1-yl)propanamide NCCC(=O)NC12CCC(CC1)(CC2)CN2N=C(C=1CN(CCC12)C1=C2C(=NC(=C1)C)N(N=C2)C)C